1-((3,3-dimethoxycyclobutyl)methyl)-1H-pyrazole-3-carbaldehyde COC1(CC(C1)CN1N=C(C=C1)C=O)OC